FC=1C=C(C=C(C1O)C=O)S(=O)(=O)NC1=NC(=NS1)C1=CC=C(C=C1)N1CCCC1 3-fluoro-5-formyl-4-hydroxy-N-(3-(4-(pyrrolidin-1-yl)phenyl)-1,2,4-thiadiazol-5-yl)benzenesulfonamide